4-chloro-6-hydroxy-2-(2-methyl-2H-indazol-5-yl)-8-(trifluoromethyl)pyrido[3,2-c]pyridazin-3(2H)-one ClC1=C2C(=NN(C1=O)C1=CC3=CN(N=C3C=C1)C)C(=CC(=N2)O)C(F)(F)F